13-chloro-6,19-difluoro-14-hydroxy-16,16-dioxo-9-oxa-16λ6-thia-17-azatetracyclo[16.3.1.111,15.02,7]tricosa-1(21),2(7),3,5,11,13,15(23),18(22),19-nonaen-10-one ClC=1C=C2C(OCC=3C(=CC=CC3C3=CC=C(C(NS(C(C1O)=C2)(=O)=O)=C3)F)F)=O